(5-chloro-6-(trifluoromethyl)pyridin-2-yl)(4-chlorophenyl)methanamine ClC=1C=CC(=NC1C(F)(F)F)C(N)C1=CC=C(C=C1)Cl